4-(2-methoxyphenyl)-6-methyl-N-(6-(piperidin-1-yl)benzo[d]thiazol-2-yl)nicotinamide COC1=C(C=CC=C1)C1=CC(=NC=C1C(=O)NC=1SC2=C(N1)C=CC(=C2)N2CCCCC2)C